C(N)(=O)C1N(CC(C1)F)C(=O)OC1=NC(=CC(=C1)OC)Br (6-bromo-4-methoxypyridin-2-yl) carbamoyl-4-fluoropyrrolidine-1-carboxylate